OCC(C)(C)NC1=NC(=C(C(=O)NC2=CC(=C(C=C2)C)C=2SC=CN2)C=C1)N1CCC2(CC2)CC1 6-((1-hydroxy-2-methylpropan-2-yl)amino)-N-(4-methyl-3-(thiazol-2-yl)phenyl)-2-(6-azaspiro[2.5]octan-6-yl)nicotinamide